tri-(3-hydroxyphenyl) borate B(OC1=CC(=CC=C1)O)(OC1=CC(=CC=C1)O)OC1=CC(=CC=C1)O